C(#N)C=1C=CC2=C(N(C(=N2)NC(CC(C(F)(F)F)N(C)C)=O)C2CCC2)C1 N-(6-cyano-1-cyclobutyl-1H-benzo[d]imidazol-2-yl)-3-(dimethylamino)-4,4,4-trifluorobutanamide